6-ethyl-N-((1-isonicotinoylazetidin-3-yl)methyl)quinoline-8-carboxamide C(C)C=1C=C2C=CC=NC2=C(C1)C(=O)NCC1CN(C1)C(C1=CC=NC=C1)=O